N-(3-chloro-5-(methylsulfonamido)phenyl)-1-methyl-5-(5-(pyrrolidin-1-yl)pyrimidin-2-yl)-1H-pyrrole-3-carboxamide ClC=1C=C(C=C(C1)NS(=O)(=O)C)NC(=O)C1=CN(C(=C1)C1=NC=C(C=N1)N1CCCC1)C